FC=1C=CC(=C(C(=O)N(C)C(C)C)C1)N1C=C(C=2C1=CN=CC2)C2CCN(CC2)C 5-fluoro-N-isopropyl-N-methyl-2-(3-(1-methylpiperidin-4-yl)-1H-pyrrolo[2,3-c]pyridin-1-yl)benzamide